CC(C(=O)NC=1C(N(C(=CC1)C(F)(F)F)C)=O)C 2-methyl-N-(1-methyl-2-oxo-6-(trifluoromethyl)-1,2-dihydropyridin-3-yl)propionamide